2-{[(3R,6R)-1-{[6-chloro-4-(2H-1,2,3-triazol-2-yl)pyridin-3-yl]carbonyl}-6-methylpiperidin-3-yl]oxy}-3-methylpyridine-4-carbonitrile ClC1=CC(=C(C=N1)C(=O)N1C[C@@H](CC[C@H]1C)OC1=NC=CC(=C1C)C#N)N1N=CC=N1